C(C)SC=1OC2=C(C=C(C=C2C(C1)=O)F)C(C)O 2-ethylthio-6-fluoro-8-(1-hydroxyethyl)chromen-4-one